Methylergosta-7,22-diene-3,5,6,9-tetrol CCC(C)[C@@H](C)C=C[C@@H](C)[C@H]1CC[C@H]2C3=CC(C4(CC(CC[C@]4(C)[C@]3(CC[C@]12C)O)O)O)O